N-(2-(2-(5-chloro-1H-indol-3-yl)propan-2-yl)phenyl)-4-methylbenzenesulfonamide ClC=1C=C2C(=CNC2=CC1)C(C)(C)C1=C(C=CC=C1)NS(=O)(=O)C1=CC=C(C=C1)C